6-bromo-2,3-dihydro-1,4-benzodioxine-2-carboxamide BrC1=CC2=C(OC(CO2)C(=O)N)C=C1